N-(4-{[6-(5-chloro-2-fluoro-phenyl)-3-[(3-hydroxyphenyl)-methoxy]pyridazin-4-yl]-amino}pyridin-2-yl)-3-(4-methylpiperazin-1-yl)propan-amide ClC=1C=CC(=C(C1)C1=CC(=C(N=N1)OCC1=CC(=CC=C1)O)NC1=CC(=NC=C1)NC(CCN1CCN(CC1)C)=O)F